COC(C1=NC(=CC=C1F)Cl)=O 6-chloro-3-fluoropicolinic acid methyl ester